C(C)(C)(C)C1=NN(C(=C1)NC(=O)NC1=C(C=C(C=C1)OC1=CC=NC=2NC(C=NC21)=O)SC)C2=CC(=C(C=C2)C)C 1-(3-(tert-butyl)-1-(3,4-dimethylphenyl)-1H-pyrazol-5-yl)-3-(2-(methylthio)-4-((3-keto-3,4-dihydropyrido[2,3-b]pyrazin-8-yl)oxy)phenyl)urea